NC=1C(=NC(=CN1)Br)NC1CCN(CC1)C(=O)OC(C)(C)C 2-Methyl-2-propanyl 4-[(3-amino-6-bromo-2-pyrazinyl)amino]-1-piperidinecarboxylate